CN(C1=CC=C(C(=O)NC2=NC=C(N=C2)N2CCN(CC2)C2=NC=CC=C2)C=C1)C 4-(Dimethylamino)-N-(5-(4-(pyridin-2-yl)piperazin-1-yl)pyrazin-2-yl)benzamid